2',4'-dichloro-7'-(6-((2S,6R)-2,6-dimethylmorpholino)pyridin-3-yl)spiro[cyclohexane-1,5'-pyrrolo[2,3-d]pyrimidin]-6'(7'H)-one ClC=1N=C(C2=C(N1)N(C(C21CCCCC1)=O)C=1C=NC(=CC1)N1C[C@@H](O[C@@H](C1)C)C)Cl